N-(4-bromo-3-methoxyphenyl)-5-fluoro-2-methoxybenzamide BrC1=C(C=C(C=C1)NC(C1=C(C=CC(=C1)F)OC)=O)OC